C(=C)C(CCC=C(C)C)(C)OC(C(C)C)=O 2-methylpropanoic acid-1-vinyl-1,5-dimethyl-4-hexen-1-yl ester